C=CCCCCC hepten